FC1=C(CN2C(N(C(C3=C2SC(=C3CN(C)C)C3=CC=C(C=C3)NC(=O)NOC)=O)C=3N=NC(=CC3)OC)=O)C(=CC=C1)F 1-(4-(1-(2,6-difluorobenzyl)-5-dimethylaminomethyl-3-(6-methoxypyridazin-3-yl)-2,4-dioxo-1,2,3,4-tetrahydrothieno[2,3-d]pyrimidin-6-yl)phenyl)-3-methoxyurea